Methyl-(2-aminoethyl) (1-(4-fluoro-3-(trifluoromethyl)phenyl)cyclopropyl)-Carbamat FC1=C(C=C(C=C1)C1(CC1)NC(OCC(N)C)=O)C(F)(F)F